3-benzyl 9-(tert-butyl) 3,9-diazaspiro[5.5]undecane-3,9-dicarboxylate C1CN(CCC12CCN(CC2)C(=O)OC(C)(C)C)C(=O)OCC2=CC=CC=C2